3-aminobenzenesulfonyl-hydrazine NC=1C=C(C=CC1)S(=O)(=O)NN